FC1=C(C=C(C=C1)F)[C@@H](C)NC1=NC=2N(C=C1)N=CC2[N+](=O)[O-] (R)-N-(1-(2,5-difluorophenyl)ethyl)3-nitropyrazolo[1,5-a]pyrimidin-5-amine